CC1(C(C(C1)=O)=CC1=C(C=CC=C1)C=1N=CN(C1)C(C1=CC=CC=C1)(C1=CC=CC=C1)C1=CC=CC=C1)C 3,3-dimethyl-2-(2-(1-trityl-1H-imidazol-4-yl)benzylidene)cyclobutan-1-one